BrCC(=O)C12COC(C1)(C2)C 2-bromo-1-(1-methyl-2-oxabicyclo[2.1.1]hex-4-yl)ethanone